2-((tert-butyldimethylsilyl)oxy)-1-amino-ethane [Si](C)(C)(C(C)(C)C)OCCN